Dihydropteridin N1CN=CC2=NC=CN=C12